3-(2,3-dihydro-1H-inden-5-yl)-3-(4-hydroxyphenyl)-7-(trifluoromethyl)indol-2-one C1CCC2=CC(=CC=C12)C1(C(NC2=C(C=CC=C12)C(F)(F)F)=O)C1=CC=C(C=C1)O